2,2-dimethyl-4-(2-phenyl-1-piperidinyl)piperidine dihydrochloride Cl.Cl.CC1(NCCC(C1)N1C(CCCC1)C1=CC=CC=C1)C